2-(3,5-bis(trifluoromethyl)phenyl)-N-(6-bromo-4-(o-tolyl)pyridin-3-yl)-N,2-dimethylpropionamide FC(C=1C=C(C=C(C1)C(F)(F)F)C(C(=O)N(C)C=1C=NC(=CC1C1=C(C=CC=C1)C)Br)(C)C)(F)F